4-(phenyl)-amino-6,7-dimethoxyquinazoline C1(=CC=CC=C1)C1=NC(=NC2=CC(=C(C=C12)OC)OC)N